O=C1N2C(N=NN1CCOC(F)(F)F)=C(N=C2)C(=O)OCC Ethyl 4-Oxo-3-(2-(trifluoromethoxy)ethyl)-3,4-dihydroimidazo[5,1-d][1,2,3,5]tetrazine-8-carboxylate